(S)-1-(1-(4-(2-azidoethoxy)phenyl)-3-ethoxyprop-2-yl)-1H-imidazo[4,5-c]quinolin-4-amine N(=[N+]=[N-])CCOC1=CC=C(C=C1)C[C@@H](COCC)N1C=NC=2C(=NC=3C=CC=CC3C21)N